N-[2-(p-toluenesulfonyloxy)phenyl]-N'-[4-(1-naphthalenesulfonyloxy)phenyl]urea CC1=CC=C(C=C1)S(=O)(=O)OC1=C(C=CC=C1)NC(=O)NC1=CC=C(C=C1)OS(=O)(=O)C1=CC=CC2=CC=CC=C12